Cl.C(C)(=O)OC1=C(C=CC=C1)Cl (2-chlorophenyl) acetate hydrochloride